FC1=CC(=C(C=C1)C=1C=CC=C2C=NC(=NC12)NC=1C=CC(=C(C1)NC(=O)C1CCN(CC1)C)C)OC(C)C N-(5-((8-(4-fluoro-2-isopropoxyphenyl)quinazolin-2-yl)amino)-2-methylphenyl)-1-methylpiperidine-4-carboxamide